O1CC(C1)N1CCC(CC1)C(=O)OC methyl 1-(oxetan-3-yl)piperidine-4-carboxylate